8-methoxy-2,3,4,5-tetrahydro-1H-pyrido[4,3-b]indol-1-one COC1=CC=2C3=C(NC2C=C1)CCNC3=O